[Fe](Cl)Cl.N1C=NC=C1 imidazole iron chloride